N-(4-(chloromethyl)-2-ethyl-6-methylphenyl)-4-(2,5-dichlorophenyl)pyrimidine-2-carboxamide ClCC1=CC(=C(C(=C1)C)NC(=O)C1=NC=CC(=N1)C1=C(C=CC(=C1)Cl)Cl)CC